C1(CCC1)CNCC=1C=CC=2N(C1)C=C(N2)CNC(C2=CN=CC(=C2)F)=O N-((6-(((cyclobutylmethyl)amino)methyl)imidazo[1,2-a]pyridin-2-yl)methyl)-5-fluoronicotinamide